diphenylpyridylsilane C1(=CC=CC=C1)[SiH](C1=NC=CC=C1)C1=CC=CC=C1